7-(beta-D-glucopyranosyloxy)-5-hydroxy-2-(4-methoxyphenyl)-8-(3-methyl-2-buten-1-yl)-4H-1-benzopyran [C@@H]1([C@H](O)[C@@H](O)[C@H](O)[C@H](O1)CO)OC1=C(C2=C(CC=C(O2)C2=CC=C(C=C2)OC)C(=C1)O)CC=C(C)C